((3-(dimethylamino)propyl)azanediyl)bis(hexane-1,2-diyl) ditetradecanoate C(CCCCCCCCCCCCC)(=O)OC(CN(CC(CCCC)OC(CCCCCCCCCCCCC)=O)CCCN(C)C)CCCC